C1CC(CCC1)C(CN=C=O)N=C=O 3-cyclohexyldimethylene diisocyanate